NC1=NC=CC=C1C1=NC=2C(=NC(=CC2)C2=CC=CC=C2)N1C1=CC=C(CN2CCN(CCC2)C=2C(C(C2OC)=O)=O)C=C1 3-(4-(4-(2-(2-Aminopyridin-3-yl)-5-phenyl-3H-imidazo[4,5-b]pyridin-3-yl)benzyl)-1,4-diazepan-1-yl)-4-methoxycyclobut-3-ene-1,2-dione